3-(1H-tetrazol-5-yl)aniline N1N=NN=C1C=1C=C(N)C=CC1